(S)-Ethyl 2'-((5-((1-(4-nitrophenyl)ethyl)carbamoyl)-1H-indol-1-yl)methyl)-[1,1'-biphenyl]-4-carboxylate [N+](=O)([O-])C1=CC=C(C=C1)[C@H](C)NC(=O)C=1C=C2C=CN(C2=CC1)CC1=C(C=CC=C1)C1=CC=C(C=C1)C(=O)OCC